(2R,3S)-2-(3-(4-chloro-5-methoxy-1H-benzo[d]imidazol-1-yl)propyl)piperidin-3-ol ClC1=C(C=CC=2N(C=NC21)CCC[C@H]2NCCC[C@@H]2O)OC